C(#N)CN1C[C@@H]2[C@H](C1)CC(C2)NC2=C1C(=NC=C2C=2SC(=CN2)C2(CCN(CC2)C(=O)N(C)C)O)NC=C1 4-(2-(4-(((3aR,5s,6aS)-2-(cyanomethyl)octahydrocyclopenta[c]pyrrol-5-yl)-amino)-1H-pyrrolo[2,3-b]pyridin-5-yl)thiazol-5-yl)-4-hydroxy-N,N-dimethylpiperidine-1-carboxamide